7-bromo-6-chloro-4-[7-chloro-2-(oxan-2-yl)indazol-4-yl]-3-pyridin-1-ium-1-yl-1H-quinolin-2-one BrC1=C(C=C2C(=C(C(NC2=C1)=O)[N+]1=CC=CC=C1)C=1C2=CN(N=C2C(=CC1)Cl)C1OCCCC1)Cl